BrC(C(=O)OCC)C=1C=NC=C(C1C1CCC(CC1)OC(F)(F)F)C ethyl 2-bromo-2-(5-methyl-4-((1r,4r)-4-(trifluoromethoxy)cyclohexyl)pyridin-3-yl)acetate